dioctyl (methoxymethyl)phosphonate COCP(OCCCCCCCC)(OCCCCCCCC)=O